dimethyl-bis(propylcyclopentadienyl)hafnium C[Hf](C1(C=CC=C1)CCC)(C1(C=CC=C1)CCC)C